OC1=C(C=C(C(=O)OC)C=C1)C1=CN=CN1CCCO methyl 4-hydroxy-3-(1-(3-hydroxypropyl)-1H-imidazol-5-yl)benzoate